CNN(CCC)NC N,N-dimethylamino-3-aminopropane